((2-(3-((tert-Butoxycarbonyl)amino)butyl)-3,4-difluorophenyl)amino)-5-fluoro-4-(trifluoromethyl)benzoic acid C(C)(C)(C)OC(=O)NC(CCC1=C(C=CC(=C1F)F)NC1=C(C(=O)O)C=C(C(=C1)C(F)(F)F)F)C